mono-i-nonyl phosphate P(=O)(OCCCCCCC(C)C)([O-])[O-]